ClC1=CC2=C(S1)C1(CC(NC(C1)C=1C=NN(C1)C)C)OCC2 (2S)-2-chloro-2'-methyl-6'-(1-methylpyrazol-4-yl)spiro[4,5-dihydrothieno[2,3-c]pyran-7,4'-piperidine]